4-((4-((2-amino-7H-pyrrolo[2,3-d]pyrimidin-4-yl)oxy)phenyl)amino)-4-oxobutanoic acid NC=1N=C(C2=C(N1)NC=C2)OC2=CC=C(C=C2)NC(CCC(=O)O)=O